[2H]C(N(C([2H])([2H])[2H])C([2H])([2H])[2H])(CC1=CNC2=CC=CC=C12)[2H] α,α-dideutero-N,N-di(trideuteromethyl)tryptamine